NC1=NC=NN2C1=C(C=C2C=2C=C(C(=NC2)OC)C(=O)N[C@@H]2CN(C[C@@H]2F)C(C)C=2C(=NC(=NC2)C)C)C(F)(F)F 5-[4-amino-5-(trifluoromethyl)-pyrrolo[2,1-f][1,2,4]triazin-7-yl]-N-[(3R,4S)-1-[1-(2,4-dimethylpyrimidin-5-yl)ethyl]-4-fluoropyrrolidin-3-yl]-2-methoxypyridine-3-carboxamide